C(C(C)C)C=1C=CC(=C(C1)C1=CC=C(C=C1)CN1C(=NC=C1)C=1SC=CN1)S(=O)(=O)NC(OCCCC)=O butyl ((5-isobutyl-4'-((2-(thiazol-2-yl)-1H-imidazol-1-yl)methyl)-[1,1'-biphenyl]-2-yl)sulfonyl)carbamate